C(C)(C)(C)OC(=O)NCC#CC1=C(C=CC(=C1F)F)NC1=C(C(=O)O)C=C(C=C1)C(F)(F)F ((2-(3-((tert-Butoxycarbonyl)amino)prop-1-yn-1-yl)-3,4-difluorophenyl)-amino)-5-(trifluoromethyl)benzoic acid